tert-Butyl 4-[1-(4-amino-2-ethyl-5-methoxy-phenyl)-4-piperidyl]piperidine-1-carboxylate NC1=CC(=C(C=C1OC)N1CCC(CC1)C1CCN(CC1)C(=O)OC(C)(C)C)CC